FC(S(=O)(=O)[O-])(F)F.[Pr+3].FC(S(=O)(=O)[O-])(F)F.FC(S(=O)(=O)[O-])(F)F Praseodymium(III) trifluoromethansulfonat